5-(3-(2-(thiazol-2-yl)ethynyl)phenoxy)-1H-1,2,3-triazole-4-carboxylic acid S1C(=NC=C1)C#CC=1C=C(OC2=C(N=NN2)C(=O)O)C=CC1